8-(4-cyano-2-fluorophenyl)-N-cyclopropyl-6,9-dioxo-5-(4-(trifluoromethyl)benzyl)-5,8-diazaspiro[3.5]nonane-2-carboxamide C(#N)C1=CC(=C(C=C1)N1CC(N(C2(CC(C2)C(=O)NC2CC2)C1=O)CC1=CC=C(C=C1)C(F)(F)F)=O)F